(S)-4-methoxy-N-(2,3,5-trifluoro-4-((6-((1-hydroxy-prop-2-yl)oxy)-7-methoxyquinolin-4-yl)oxy)phenyl)nicotinamide COC1=CC=NC=C1C(=O)NC1=C(C(=C(C(=C1)F)OC1=CC=NC2=CC(=C(C=C12)O[C@H](CO)C)OC)F)F